NCCNCCN(CCN(CCN)CCN)CCN N-[2-[(2-aminoethyl)amino]ethyl]-N,N',N'-Tris(2-aminoethyl)-1,2-ethanediamine